N1=CC(=C2C=CC=C[C@H]12)CC(C)N [(7AS)-7AH-INDOL-3-YL]PROPAN-2-AMINE